N1C=CC2=CC(=CC=C12)NCC1=C(C=CC(=C1)\C=C\C1=CC(=C(C=C1)Cl)Cl)O (E)-2-(((1H-indol-5-yl)amino)methyl)-4-(3,4-dichlorostyryl)phenol